C(C(C)C)C1(CC(=NO1)CNC(=O)C1=NC=CC2=CC=CC=C12)C(=O)OCC ethyl 5-isobutyl-3-((isoquinoline-1-carboxamido)methyl)-4,5-dihydroisoxazole-5-carboxylate